OC=1C(=C(C=CC1N)C1=CC=C(C=C1)N)O dihydroxy-4,4'-diamino-biphenyl